(-)-1-phenylethylamine C[C@@H](C1=CC=CC=C1)N